6-({[5-(2-chlorophenyl)-1,3-oxazol-2-yl]methyl}sulfanyl)-1,3,5-triazine-2,4-diamine ClC1=C(C=CC=C1)C1=CN=C(O1)CSC1=NC(=NC(=N1)N)N